3-(5-formylpyridin-3-yl)phenyl (cyclohexylmethyl)carbamate C1(CCCCC1)CNC(OC1=CC(=CC=C1)C=1C=NC=C(C1)C=O)=O